6-Isopropyl-5-(8-methoxy-[1,2,4]triazolo[1,5-a]pyridin-6-yl)-1-((1S,4S)-4-(((tetrahydro-2H-pyran-4-yl)methyl)amino)cyclohexyl)-1,3-dihydro-2H-benzo[d]imidazol-2-on C(C)(C)C=1C(=CC2=C(N(C(N2)=O)C2CCC(CC2)NCC2CCOCC2)C1)C=1C=C(C=2N(C1)N=CN2)OC